COC1=CC=2N(C=C1)C(=CN2)C2=CC(=NC=N2)NCC2=CC=C(C=C2)N2CC1CCC(C2)O1 [6-(7-methoxy-imidazo[1,2-a]pyridin-3-yl)-pyrimidin-4-yl]-[4-(8-oxa-3-aza-bicyclo[3.2.1]oct-3-yl)-benzyl]-amine